IC=1C(=NN(C1)C)C(C(C)C)=O (4-iodo-1-methyl-pyrazol-3-yl)-2-methyl-propan-1-one